isoindol-1,3-dione C1(NC(C2=CC=CC=C12)=O)=O